ClC1=NC=CC(=N1)N1C=C(C=2C1=NC=CC2)C(=O)N 1-(2-chloro-pyrimidin-4-yl)-1H-pyrrolo[2,3-b]pyridine-3-carboxamide